Ethylene-bis(stearamide) C(CCCCCCCCCCCCCCCCCCC(=O)N)CCCCCCCCCCCCCCCCCC(=O)N